FC1=CC(=C(OC=2N=NC(=C(C2C(=O)O)C)I)C=C1)C 3-(4-fluoro-2-methyl-phenoxy)-6-iodo-5-methyl-pyridazine-4-carboxylic acid